CN1N=CC=C1NC([C@H](N)C)=O N-(1-methyl-1H-pyrazol-5-yl)-D-alaninamide